OC[C@@H]1N[C@H](C2=CC=CC(=C2C1)CCC(C)(O)C)C 4-[(1S,3R)-3-(Hydroxymethyl)-1-methyl-1,2,3,4-tetrahydroisochinolin-5-yl]-2-methylbutan-2-ol